N-(4-(8-Amino-3-isopropyl-5-(4-(methylamino)cyclohex-1-en-1-yl)imidazo[1,5-a]pyrazin-1-yl)-3-fluorophenyl)-1-(2-fluorophenyl)methansulfonamid NC=1C=2N(C(=CN1)C1=CCC(CC1)NC)C(=NC2C2=C(C=C(C=C2)NS(=O)(=O)CC2=C(C=CC=C2)F)F)C(C)C